3-(4-((3,5-difluorobenzyl)benzyl)isoxazol-5-yl)pyridin-2-amine FC=1C=C(CC(C2=CC=CC=C2)C=2C=NOC2C=2C(=NC=CC2)N)C=C(C1)F